tert-butyl 6-((8-fluoro-2-methyl-1-oxo-1,2-dihydroisoquinolin-5-yl)oxy)-2-azaspiro[3.3]heptane-2-carboxylate FC=1C=CC(=C2C=CN(C(C12)=O)C)OC1CC2(CN(C2)C(=O)OC(C)(C)C)C1